ClC=1C=CC2=C(NN=N2)C1 6-Chloro-benzotriazole